FC(C1=C(OC[C@](CC(C)C)(N)C)C=CC(=C1)C1=NC(=NC=C1)C)F (S)-1-(2-(difluoromethyl)-4-(2-methylpyrimidin-4-yl)phenoxy)-2,4-dimethylpentan-2-amine